BrCC(=O)C1=CC2=CN(N=C2C(=C1)C#N)C 5-(2-bromoacetyl)-2-methylindazole-7-carbonitrile